2-(aminomethyl)cyclohexane-1-ol NCC1C(CCCC1)O